FC1(CC(CCC1)C1=C2CCN(CC2=CC(=C1)NC([O-])=O)C)F (5-(3,3-Difluorocyclohexyl)-2-methyl-1,2,3,4-tetrahydroisoquinolin-7-yl)carbamate